C(C)N1CC(=C2N1C=CC(=N2)N2C[C@@H](O[C@H](C2)C)C)C(=O)O.C=2NC=C1C=C(C=CC21)CN2CCOCC2 4-(isoindol-5-ylmethyl)morpholine 1-Ethyl-5-[(2S,6S)-2,6-dimethylmorpholin-4-yl]pyrazolo[1,5-a]pyrimidine-3-carboxylate